platinum-chromium-nickel [Ni].[Cr].[Pt]